BrC1=C2C(C(NC2=CC(=C1C)C)=O)=O 4-bromo-5,6-dimethyl-indoline-2,3-dione